NC1C(CC(CC1)C(C)C1CC(C(CC1)N)C)C 1,1-bis(4-amino-3-methylcyclohexyl)ethane